BrC=1C(C(=CN(C1C)C1CC1)C(=O)O)=O 5-Bromo-1-cyclopropyl-6-methyl-4-oxo-1,4-dihydropyridine-3-carboxylic acid